5-chloro-N-(3-methylbutan-2-yl-2-d)-6-(2,4,6-trifluorophenyl)-[1,2,4]triazolo[1,5-a]pyrimidin-7-amine ClC1=NC=2N(C(=C1C1=C(C=C(C=C1F)F)F)NC(C)(C(C)C)[2H])N=CN2